C1=CC=C(C=2OC3=C(C21)C=CC=C3)NC3=CC=2C(C1=CC=CC=C1C2C=C3)(C)C N-(dibenzofuran-4-yl)-9,9-dimethyl-9H-fluorene-2-amine